5-(((S)-3-(dimethylamino)pyrrolidin-1-yl)sulfonyl)-3-methyl-1H-pyrrole-2-carboxamide CN([C@@H]1CN(CC1)S(=O)(=O)C1=CC(=C(N1)C(=O)N)C)C